C(C1=CC=CC=C1)N1C(COC[C@H]1C(F)F)=O (S)-4-benzyl-5-(difluoromethyl)morpholin-3-one